4,4-bis(iodomethyl)cyclopent-1-ene ICC1(CC=CC1)CI